C1(=CC=CC=C1)[C@@]1([C@](C=C(C=C1)C)(CCNC[C@H]1NCCC1)C1=CC=CC=C1)S(=O)(=O)N (1S,2S)-1,2-Diphenyl-2-(((((S)-pyrrolidin-2-yl)methyl)amino)ethyl)-4-methylbenzenesulfonamide